[Pd](Cl)Cl.C1(=CC=CC=C1)P(C1=CC=CC=C1)[C-]1C=CC=C1.[CH-]1C=CC=C1.[Fe+2] diphenylphosphinoferrocene Palladium dichloride